1-[5-(2,2,2-trifluoroethoxy)-2-pyridyl]ethanone FC(COC=1C=CC(=NC1)C(C)=O)(F)F